(S)-4-(5-fluoro-2-(4-fluorophenyl)-5,6-dihydro-4H-pyrrolo[1,2-b]pyrazol-3-yl)-6-methyl-1H-pyrazolo[3,4-b]pyridine F[C@H]1CC=2N(N=C(C2C2=C3C(=NC(=C2)C)NN=C3)C3=CC=C(C=C3)F)C1